BrCCCCCCCCCCCN(C(OC(C)(C)C)=O)C(=O)OC(C)(C)C tert-butyl N-(11-bromoundecyl)-N-tert-butoxycarbonyl-carbamate